2-(Benzo[d]oxazol-2-yl)ethan O1C(=NC2=C1C=CC=C2)CC